C(CCCCCCC\C=C/CCCCCC)(=O)O.CCCCCCCCCCCCCCCCCCCCCCCCCCC heptacosane palmitoleate